ClC=1C=C(C=CC1[C@@H](CO)NC(=O)C=1N(C2=CC=C(C(=C2C1)Cl)Cl)C)CC(=O)O 2-{3-chloro-4-[(1S)-1-[(4,5-dichloro-1-methyl-1H-indol-2-yl)formamido]-2-hydroxyethyl]phenyl}-acetic acid